1-(5-((2-(2,6-dioxopiperidin-3-yl)-1,3-dioxoisoindolin-5-yl)oxy)pentyl)-N4-(2-(((S)-2-methylpyrrolidin-1-yl)methyl)-1H-benzo[d]imidazol-5-yl)terephthalamide O=C1NC(CCC1N1C(C2=CC=C(C=C2C1=O)OCCCCCC1(C(=O)N)CC=C(C(=O)NC2=CC3=C(NC(=N3)CN3[C@H](CCC3)C)C=C2)C=C1)=O)=O